Cl.F[C@@H]1[C@H](CNC1)OC=1C=CC(=NC1)C(=O)NC 5-(((3s,4s)-4-fluoropyrrolidin-3-yl)oxy)-N-methylpyridineamide HCl salt